methyl N-(((9H-fluoren-9-yl)methoxy)carbonyl)-O-cyclopropyl-D-serinate C1=CC=CC=2C3=CC=CC=C3C(C12)COC(=O)N[C@H](COC1CC1)C(=O)OC